N1N=C(C=C1)C(=O)N pyrazolecarboxamide